(S)-2-(chloromethyl)oxirane lithium [Li].ClC[C@H]1OC1